16β-methyl-17α,21-dihydroxypregna-1,4-diene-3,11,20-trione C[C@@H]1[C@](C(CO)=O)([C@]2(CC([C@@H]3[C@]4(C=CC(C=C4CC[C@H]3[C@@H]2C1)=O)C)=O)C)O